CN1CC2CCC(C1)N2C(=O)C=2C=C1C(=NC2)NC=C1C=1C=C2CCNC(C2=CC1)=O 6-(5-(3-methyl-3,8-diazabicyclo[3.2.1]octane-8-carbonyl)-1H-pyrrolo[2,3-b]pyridin-3-yl)-3,4-dihydroisoquinolin-1(2H)-one